C(=O)(O)CCNCCN N-carboxyethyl-ethylenediamine